N-acetyl-N-(2,4-dichlorophenyl)acetamide C(C)(=O)N(C(C)=O)C1=C(C=C(C=C1)Cl)Cl